2-amino-6-borono-2-(1-(3-chloro-4-methylphenylcarbamothioyl)piperidin-4-yl)hexanoic acid NC(C(=O)O)(CCCCB(O)O)C1CCN(CC1)C(NC1=CC(=C(C=C1)C)Cl)=S